Methyl 4-(3-(2-chlorophenyl)-1-oxidothiomorpholino)-2-fluorobenzoate ClC1=C(C=CC=C1)C1CS(CCN1C1=CC(=C(C(=O)OC)C=C1)F)=O